2-cyano-10-(2-chloroethyl)-10H-phenothiazine C(#N)C1=CC=2N(C3=CC=CC=C3SC2C=C1)CCCl